methoxyPropanol CCC(O)OC